2-(3-cyanobicyclo[1.1.1]pent-1-yl)-7-methoxy-N-(6-(trifluoromethyl)pyridin-2-yl)imidazo[1,2-a]pyridine-6-carboxamide C(#N)C12CC(C1)(C2)C=2N=C1N(C=C(C(=C1)OC)C(=O)NC1=NC(=CC=C1)C(F)(F)F)C2